aminocyclohexane formate C(=O)O.NC1CCCCC1